4,7,10,13-tetraoxahexadecanediamide C(CCOCCOCCOCCOCCC(=O)N)(=O)N